(R)-1-(7-(8-ethyl-7-fluoro-3-(methoxymethoxy)naphthalen-1-yl)-8-fluoro-2-(methylsulfinyl)-5-((triisopropylsilyl)ethynyl)pyrido[4,3-d]pyrimidin-4-yl)-3-methylpiperidin-3-ol C(C)C=1C(=CC=C2C=C(C=C(C12)C1=C(C=2N=C(N=C(C2C(=N1)C#C[Si](C(C)C)(C(C)C)C(C)C)N1C[C@@](CCC1)(O)C)S(=O)C)F)OCOC)F